3-(4-{6-[2-(5-Fluoro-2,7-dimethyl-benzo[b]thiophen-3-yl)-ethylamino]-pyrimidin-4-yl}-phenyl)-[1,2,4]oxadiazol FC1=CC2=C(SC(=C2CCNC2=CC(=NC=N2)C2=CC=C(C=C2)C2=NOC=N2)C)C(=C1)C